2-[4-(3-hydroxymethyl-piperidin-1-yl)-6-(4-dimethylmethyl-piperazin-1-yl)-pyrimidin-2-ylamino]-4-methyl-thiazole-5-carboxylic acid ethyl ester C(C)OC(=O)C1=C(N=C(S1)NC1=NC(=CC(=N1)N1CC(CCC1)CO)N1CCN(CC1)C(C)C)C